(S)-1-t-butoxycarbonyl-3-aminopiperidine C(C)(C)(C)OC(=O)N1C[C@H](CCC1)N